stearoyl-arachidonoyl-glycerol C(CCCCCCCCCCCCCCCCC)(=O)C(O)(C(O)CO)C(CCC\C=C/C\C=C/C\C=C/C\C=C/CCCCC)=O